(2RS)-2-(6-bromo-1-oxo-isoindolin-2-yl)-2-[1-(2-trimethylsilylethoxymethyl)-5,6-dihydro-4H-cyclopenta[c]pyrazol-3-yl]acetic acid BrC1=CC=C2CN(C(C2=C1)=O)[C@@H](C(=O)O)C=1C2=C(N(N1)COCC[Si](C)(C)C)CCC2 |r|